2,N3-bis(3,4-dichlorophenyl)quinoxaline-2,3,6-triamine ClC=1C=C(C=CC1Cl)C1(NC2=CC=C(C=C2N=C1NC1=CC(=C(C=C1)Cl)Cl)N)N